Methyl 7-methyl-8-oxo-1,4-dioxaspiro[4.5]decane-7-carboxylate CC1(CC2(OCCO2)CCC1=O)C(=O)OC